(Z)-N,N-dimethyl-N'-(4-(2-methyl-4-nitrophenoxy)pyridin-2-yl)formamidine CN(\C=N/C1=NC=CC(=C1)OC1=C(C=C(C=C1)[N+](=O)[O-])C)C